4-Methyl-1,2,4-triazole CN1C=NN=C1